FC1=CC=C(C=N1)C=1C(=NC=CC1)N1CCC(CC1)C(=O)NNC(N)=N 2-(1-(6'-fluoro-[3,3'-bipyridin]-2-yl)piperidine-4-carbonyl)hydrazine-1-carboximidamide